NC=1N=CC2=C(C(=C(C=C2C1)C1=CN=C2N1CCN(C2)C(=O)OC(C)(C)C)F)Cl tert-butyl 3-(3-amino-8-chloro-7-fluoro-6-isoquinolyl)-6,8-dihydro-5H-imidazo[1,2-a]pyrazine-7-carboxylate